2,4-Diisocyanato-1-nitro-benzol N(=C=O)C1=C(C=CC(=C1)N=C=O)[N+](=O)[O-]